BrC1=CC=C(C=C1)C(C)(C)NC(C(F)(F)F)=O N-(2-(4-bromophenyl)propan-2-yl)-2,2,2-trifluoroacetamide